ClC1=NC=CC=2C1=NC=CN2 5-chloropyrido[3,4-b]pyrazin